1-(5-fluoro-1-tosyl-1H-indol-2-yl)butan-1-ol FC=1C=C2C=C(N(C2=CC1)S(=O)(=O)C1=CC=C(C)C=C1)C(CCC)O